CSC(C(=O)N1C(CCC1)C=1NC(=CN1)C1=CC=CC=C1)C 2-(methylthio)-1-(2-(5-phenyl-1H-imidazol-2-yl)pyrrolidin-1-yl)propan-1-one